Cl.COC1=C(C=C(C=C1)C(=O)N1CCC(CC1)OC1CCNCC1)N1C(NC(CC1)=O)=O 1-(2-Methoxy-5-(4-(piperidin-4-yloxy)piperidine-1-carbonyl)phenyl)dihydropyrimidine-2,4(1H,3H)-dione hydrochloride